3-methoxyphenyl-boronic acid COC=1C=C(C=CC1)B(O)O